O=C1NC(CCC1N1C(N(C2=C1C=CC(=C2)C=O)C)=O)=O (2,6-Dioxopiperidin-3-yl)-3-methyl-2-oxo-2,3-dihydro-1H-benzo[d]imidazole-5-carbaldehyde